COC=1C=C(CNC2=NC=3N(C=C2)N=CC3N(C)C)C=CC1OC N5-(3,4-Dimethoxybenzyl)-N3,N3-dimethylpyrazolo[1,5-a]pyrimidine-3,5-diamine